O1N[C@@H](CC1)C1=CC=C(C#N)C=C1 (S)-4-(isoxazolidine-3-yl)benzonitrile